FC=1C=NC(=NC1)C(CO)OC 2-(5-Fluoropyrimidin-2-yl)-2-methoxy-ethanol